NC=1C=2N(C3=CC(=CC=C3N1)C(=O)N1[C@@H]3[C@H](CCC1)OC1=C3C=CC(=C1)C(F)(F)F)C=NC2C (4-amino-3-methylimidazo[1,5-a]quinoxalin-8-yl)((4aS,9bS)-7-(trifluoromethyl)-3,4,4a,9b-tetrahydrobenzofuro[3,2-b]pyridin-1(2H)-yl)methanone